tert-butyl 4-(6-((2,6-dioxopiperidin-3-yl) carbamoyl)pyridin-3-yl)piperazine-1-carboxylate O=C1NC(CCC1NC(=O)C1=CC=C(C=N1)N1CCN(CC1)C(=O)OC(C)(C)C)=O